OC(CCCCCCCC(=O)O)C=CC(C(CCCCC)O)O 9,12,13-trihydroxy-octadec-10-enoic acid